CN(C(C1=C(N=CC=C1)NC1=NC(=NS1)C=1C=C2C(=CN1)N(CC2)C)=O)C N,N-dimethyl-2-(3-(1-methyl-2,3-dihydro-1H-pyrrolo[2,3-c]pyridin-5-yl)-1,2,4-thiadiazol-5-ylamino)nicotinamide